6-[(2S)-2-aminopropyl]-2-chloro-7-methyl-N-[(1-methyl-1H-pyrazol-5-yl)methyl]thieno[3,2-d]pyrimidin-4-amine N[C@H](CC1=C(C=2N=C(N=C(C2S1)NCC1=CC=NN1C)Cl)C)C